C(C)(C)(C)OC(=O)N1C(CC(CC1)C)N1C(N(C2=NC(=NC=C2C1)NC=1C=NN(C1)CCO)C)=O [7-[[1-(2-hydroxyethyl)pyrazol-4-yl]amino]-1-methyl-2-oxo-4H-pyrimido[4,5-d]pyrimidin-3-yl]-4-methyl-piperidine-1-carboxylic acid tert-butyl ester